ethanesulfonamide 2,2,2-trifluoroacetate FC(C(=O)O)(F)F.C(C)S(=O)(=O)N